(2S)-2-[(tert-Butoxycarbonyl)amino]-3-(prop-2-en-1-yloxy)propionic acid C(C)(C)(C)OC(=O)N[C@H](C(=O)O)COCC=C